C(C)(C)(C)OC(=O)N1CCN(CCC1)C=1N=NC(=CC1)Cl 4-(6-Chloropyridazin-3-yl)-1,4-diazacycloheptane-1-carboxylic acid tert-butyl ester